3-(4-((3,6-dimethoxy-9H-carbazole-9-yl)methyl)phenyl)propanoic acid COC=1C=CC=2N(C3=CC=C(C=C3C2C1)OC)CC1=CC=C(C=C1)CCC(=O)O